C(C)OC(COC1=NC(=NC=C1F)Cl)=O 2-((2-chloro-5-fluoropyrimidin-4-yl)oxy)acetic acid ethyl ester